C(C)C(CN(CCS(=O)(=O)O)C)CCCC 2-((2-Ethylhexyl)(methyl)amino)ethane-1-sulphonic acid